NC1CC2CN(CC2CC1)C(=O)OC(C)(C)C tert-butyl 5-amino-octahydro-2H-isoindole-2-carboxylate